copper (I) tetra(acetonitrile) hexafluorophosphate F[P-](F)(F)(F)(F)F.C(C)#N.C(C)#N.C(C)#N.C(C)#N.[Cu+]